N1C(=NC2=C1C=CC=C2)C(C2=C(C=CC(=C2)F)O)N2N=C1C(=C(C=CC1=C2)C2=CC=C(C=C2)C2CCN(CC2)C)F 2-[1H-Benzimidazol-2-Yl-[7-Fluoro-6-[4-(1-Methyl-4-Piperidyl)Phenyl]Indazol-2-Yl]Methyl]-4-Fluoro-Phenol